C([O-])([O-])=O.[K+].[K+] potassium carbonate